1-[[6-(Dimethylamino)-5-formyl-2-naphthyl]sulfonyl]-N,N-dimethylaziridine-2-carboxamide CN(C=1C(=C2C=CC(=CC2=CC1)S(=O)(=O)N1C(C1)C(=O)N(C)C)C=O)C